tert-butyl (3S)-3-{2-[4-(4-chlorophenyl)-5-(pyridin-4-yl)-1H-imidazol-1-yl]-N-methylacetamido}pyrrolidine-1-carboxylate ClC1=CC=C(C=C1)C=1N=CN(C1C1=CC=NC=C1)CC(=O)N(C)[C@@H]1CN(CC1)C(=O)OC(C)(C)C